rac-1-[(3R)-3-(hydroxymethyl)thiomorpholin-4-yl]-3-[2-(trifluoromethyl)[1,1'-biphenyl]-4-yl]prop-2-yn-1-one OC[C@H]1N(CCSC1)C(C#CC1=CC(=C(C=C1)C1=CC=CC=C1)C(F)(F)F)=O |r|